COC=1C=C2C(=NC(=NC2=CC1OCCCN1CCCC1)C=1SC(=CN1)C)NC1CCS(CC1)(=O)=O 4-((6-methoxy-2-(5-methylthiazol-2-yl)-7-(3-(pyrrolidin-1-yl)propoxy)quinazolin-4-yl)amino)tetrahydro-2H-thiopyran 1,1-dioxide